6-bromo-3-chloro-2-(trifluoromethyl)pyridine BrC1=CC=C(C(=N1)C(F)(F)F)Cl